ClC1=CC=C2C(=CC=NC2=C1)NC(CCCN1CCS(CC1)(=O)=O)C (4-((7-chloroquinolin-4-yl)amino)pentyl)thiomorpholine-1,1-dioxide